3,3-diphenylcyclopropane C1(=CC=CC=C1)C1(CC1)C1=CC=CC=C1